ClC=1C=C(C(=NC1NC1=CC2=C(N(C(N2CCC(C)(C)O)=O)C)C=C1)N1CC(C(C(C1)C)(F)F)O)C#N Racemic-5-chloro-2-(4,4-difluoro-3-hydroxy-5-methyl-1-piperidinyl)-6-[[3-(3-hydroxy-3-methyl-butyl)-1-methyl-2-oxo-benzoimidazol-5-yl]amino]pyridine-3-carbonitrile